Cl.N1CC(C1)S(=O)(=O)C1=CC(=C(C(=O)NC2=CC=C3C(=N2)N(N=C3)C3CC(C3)(F)F)C=C1)N1CCC3(CC3)CC1 4-(azetidin-3-ylsulfonyl)-N-(1-(3,3-difluorocyclobutyl)-1H-pyrazolo[3,4-b]pyridin-6-yl)-2-(6-azaspiro[2.5]oct-6-yl)benzamide hydrochloride